FC1=C(C=CC(=C1)F)C1=C(C=C2C(=NC(N3C2=C1SCC3)=O)N3[C@H](CN(CC3)C(=O)OC(C)(C)C)C)CC tert-butyl (3s)-4-(10-(2,4-difluorophenyl)-9-ethyl-5-oxo-2,3-dihydro-5H-[1,4]thiazino[2,3,4-ij]quinazolin-7-yl)-3-methylpiperazine-1-carboxylate